ClCCCC(=O)NC1=NN2C(C(N=C(C3=C2C=CC(=C3Cl)Cl)C3=C(C=CC=C3F)F)C)=N1 4-chloro-N-[7,8-dichloro-6-(2,6-difluorophenyl)-4-methyl-4H-[1,2,4]triazolo[1,5-a][1,4]benzodiazepin-2-yl]butanamide